S-(3-oxooxepan-4-yl) ethanethioate C(C)(SC1C(COCCC1)=O)=O